1,2,3,4,9,10-Hexamethylanthracen CC1=C(C(=C(C2=C(C3=CC=CC=C3C(=C12)C)C)C)C)C